N-(7-(hydroxyamino)-7-oxoheptyl)-4-((5-methoxy-1H-indol-3-yl)methyl)benzamide ONC(CCCCCCNC(C1=CC=C(C=C1)CC1=CNC2=CC=C(C=C12)OC)=O)=O